di-tert-butyl(iso-propyl)phosphine C(C)(C)(C)P(C(C)C)C(C)(C)C